ClC1=C(C=C(C=C1)N1CC(C2=NC(=CC=C21)C(=O)N2CC1(CC2)C(NC2=CC=CC=C21)=O)(C)C)F (1-(4-chloro-3-fluorophenyl)-3,3-dimethyl-2,3-dihydro-1H-pyrrolo[3,2-b]pyridine-5-carbonyl)spiro[indoline-3,3'-pyrrolidin]-2-one